O1COC2=C1C=CC(=C2)OC2CCN(CC2)C2(NC(=NC(=C2)Cl)CO)C (4-(4-(benzo[d][1,3]dioxol-5-yloxy)piperidin-1-yl)-6-chloro-4-methylpyrimidin-2-yl)methanol